methyl (S)-2-(2,6-difluoro-4-(((R)-2,2,2-trifluoro-1-phenylethyl)amino) benzamido)-3-(8-(4,4,5,5-tetramethyl-1,3,2-dioxaborolan-2-yl)chroman-5-yl)propanoate FC1=C(C(=O)N[C@H](C(=O)OC)CC2=C3CCCOC3=C(C=C2)B2OC(C(O2)(C)C)(C)C)C(=CC(=C1)N[C@@H](C(F)(F)F)C1=CC=CC=C1)F